C(CCCCCCC)OCC=1C=C(C=CC1)B(O)O (3-[(OCTYLOXY)METHYL]PHENYL)BORANEDIOL